Chloromethylisothiazolinon ClCC1=NSCC1=O